2-[4-(4-hydroxypiperidin-1-yl)-6-(4-(1-methyl-1-hydroxyethyl)piperidin-1-yl)-pyrimidin-2-ylamino]-4-methylthiazole-5-carboxylic acid ethyl ester C(C)OC(=O)C1=C(N=C(S1)NC1=NC(=CC(=N1)N1CCC(CC1)O)N1CCC(CC1)C(C)(O)C)C